N-(5-cyclopropyl-1H-pyrazol-3-yl)-2-(6-(6-((4-methylthiazol-2-yl)methyl)-3,6-diazabicyclo[3.1.1]heptan-3-yl)pyridin-3-yl)quinazolin-4-amine C1(CC1)C1=CC(=NN1)NC1=NC(=NC2=CC=CC=C12)C=1C=NC(=CC1)N1CC2N(C(C1)C2)CC=2SC=C(N2)C